BrC1=C(C=C(C(=N1)NC(C(F)(F)F)=O)I)C N-(6-bromo-3-iodo-5-methylpyridin-2-yl)-2,2,2-trifluoroacetamide